NC1=C2C(=NC=N1)N(N=C2C2=CC(=CC=C2)OC)C(C)C=2OC1=CC=CC=C1C(C2C2=CC=CC=C2)=O 2-(1-(4-amino-3-(3-methoxyphenyl)-1H-pyrazolo[3,4-d]pyrimidin-1-yl)ethyl)-3-phenyl-4H-chromen-4-one